O=C1NCC[C@@H]1N (S)-2-oxopyrrolidin-3-amine